N-((5-cyclopropyl-1H-indazol-4-yl)methyl)-4-methoxythiophene-2-carboxamide C1(CC1)C=1C(=C2C=NNC2=CC1)CNC(=O)C=1SC=C(C1)OC